CN(CCCN(C(CCCC(=O)O)=O)CCCN(C)C)C 5-(bis(3-(dimethylamino)propyl)amino)-5-oxopentanoic acid